ClC1=C2C=C(C=NC2=C(C=C1Cl)C1=CC=C(C=C1)C(F)(F)F)C(=O)O 5,6-Dichloro-8-(4-(trifluoromethyl)phenyl)quinoline-3-carboxylic acid